ClC1=C(C=CC=C1NC1=CC2=CC=CC=C2C=C1)NC1=CC2=CC=CC=C2C=C1 2-chloro-N1,N3-di(naphthalen-2-yl)benzene-1,3-diamine